phthalic acid diamide acrylate C(C=C)(=O)O.C(C=1C(C(=O)N)=CC=CC1)(=O)N